N-({(5R)-3-[3,5-Difluoro-4-(4-fluoro-1,1-dioxo-1λ6-thian-4-yl)phenyl]-4,5-dihydro-1,2-oxazol-5-yl}methyl)methanesulfonamide FC=1C=C(C=C(C1C1(CCS(CC1)(=O)=O)F)F)C1=NO[C@H](C1)CNS(=O)(=O)C